3-Amino-8-(2-chloro-6-methoxyphenyl)-N-propylimidazo[1,2-a]pyridine-2-carboxamide NC1=C(N=C2N1C=CC=C2C2=C(C=CC=C2OC)Cl)C(=O)NCCC